C12CCC(CC1)N2S(=O)(=O)NC(=O)C2=C(C(=C(C(=O)O)C=C2)F)OC 4-(7-azabicyclo[2.2.1]heptan-7-ylsulfonylcarbamoyl)-2-fluoro-3-methoxy-benzoic acid